(cyclopropylamino)pyridine C1(CC1)NC1=NC=CC=C1